O1N=C(C2=C1C=CC=C2)C2=C(C=CC=C2)[C@H](CC2=NC(=CC=C2)N2CCOCC2)N (S)-1-[2-(Benzo[d]isoxazol-3-yl)phenyl]-2-(6-morpholinopyridine-2-yl)ethane-1-amine